2,4,6-trichloro-8-methoxyquinazoline ClC1=NC2=C(C=C(C=C2C(=N1)Cl)Cl)OC